N[C@H](C(=O)N1[C@H]([C@H]([C@H](C1)O)F)C(=O)NCC1=CC=C(C=C1)C1=C(N=CS1)C)C(C)(SC(C1=CC=CC=C1)(C1=CC=CC=C1)C1=CC=CC=C1)C (2S,3R,4S)-1-((R)-2-amino-3-methyl-3-(tritylthio)butanoyl)-3-fluoro-4-hydroxy-N-(4-(4-methylthiazol-5-yl)benzyl)pyrrolidine-2-carboxamide